1-acetyl-4-(4-{4-[(2-ethoxyphenyl)thio]-3-nitrophenyl}pyridin-2-yl)piperazine C(C)(=O)N1CCN(CC1)C1=NC=CC(=C1)C1=CC(=C(C=C1)SC1=C(C=CC=C1)OCC)[N+](=O)[O-]